BrC1=CC(=C(C=C1)CCC1=C(C=C(C=C1)Br)N)N 4,4'-dibromo-2,2'-diaminobibenzyl